Cl[Ru](C1=C(C=C(C=C1)C)C(C)C)(C1=C(C=C(C=C1)C)C(C)C)Cl dichlorobis(4-methyl-isopropyl-phenyl)ruthenium